NC1=NC=NN2C1=C(C=C2C=2C=CC(=C(C(=O)N[C@@H]1CN(C[C@@H]1F)C(C(C)(C)O)=O)C2)CC)C(F)(F)F 5-[4-amino-5-(trifluoromethyl)pyrrolo[2,1-f][1,2,4]triazin-7-yl]-2-ethyl-N-[(3R,4S)-4-fluoro-1-(2-hydroxy-2-methylpropanoyl)pyrrolidin-3-yl]benzamide